(Z)-N-benzyl-1-(2-fluoro-5-(3-(4-fluorophenyl)-4-oxo-3,4-dihydrophthalazin-1-yl)phenyl)methanimine oxide C(C1=CC=CC=C1)/[N+](=C/C1=C(C=CC(=C1)C1=NN(C(C2=CC=CC=C12)=O)C1=CC=C(C=C1)F)F)/[O-]